NC=1C(=C(C(=NC1)C)C1=CCCC1)NCC1=C(C=C(C=C1F)S(=O)(=O)N)F 4-(((5-amino-3-(cyclopent-1-en-1-yl)-2-methylpyridin-4-yl)amino)methyl)-3,5-difluorobenzenesulfonamide